C1(CC1)C1=CC(=C(OC2CNC2)C=C1)F 3-(4-cyclopropyl-2-fluoro-phenoxy)azetidine